FC(N1C(=NN=C1)[C@H](C1(COC1)C=1C=C(C=CC1)N1C(C2=CC(=CC(=C2C1)C(F)(F)F)CN1[C@H](CN(CC1)C)C(C)C)=O)F)F 2-(3-(3-((S)-(4-(difluoromethyl)-4H-1,2,4-triazol-3-yl)fluoromethyl)oxetan-3-yl)phenyl)-6-(((S)-2-isopropyl-4-methylpiperazin-1-yl)methyl)-4-(trifluoromethyl)isoindolin-1-one